C(C)(=O)O[C@H]1[C@H](O[C@H]([C@@H]([C@H]1OC(C)=O)OC(C)=O)OC1=C(C=CC(=C1)F)COC1=C(C(=CC(=C1F)F)F)F)COC(C)=O (2R,3S,4S,5R,6S)-2-(acetoxymethyl)-6-(5-fluoro-2-((2,3,5,6-tetrafluoro-phenoxy)methyl)phenoxy)tetrahydro-2H-pyran-3,4,5-triyl triacetate